4-(4-(1,3-Dioxapent-2-yl)butoxy)benzoic acid OC(OCC)CCCCOC1=CC=C(C(=O)O)C=C1